4-(((8-methyl-4-oxochroman-7-yl)oxy)(pyridin-2-yl)methyl)benzonitrile CC=1C(=CC=C2C(CCOC12)=O)OC(C1=CC=C(C#N)C=C1)C1=NC=CC=C1